2,4,6-trimethylbenzoyl-xylylphosphine oxide CC1=C(C(=O)P(C2=C(C(=CC=C2)C)C)=O)C(=CC(=C1)C)C